CC1(CN(CCN1C(=O)[C@@H]1CNC(CC1)=O)C(C(=O)NC1=NC=C(C=C1)OC1=CC=C(C=C1)F)=C)C (S)-2-(3,3-dimethyl-4-((S)-6-oxopiperidine-3-carbonyl)piperazin-1-yl)-N-(5-(4-fluorophenoxy)pyridin-2-yl)propenamide